N1CC(=CC1)C=1C=NC2=CC=C(C=C2C1)C=1N=CNC1C1=NC(=CC=C1)C 3-(2,5-dihydro-1H-pyrrol-3-yl)-6-[5-(6-methyl-2-pyridyl)-1H-imidazol-4-yl]quinoline